1-thioacetyl-tri-O-acetyl-2-acetamido-glucose C(C)(=S)C(=O)[C@](OC(C)=O)([C@@H](OC(C)=O)[C@H](OC(C)=O)[C@H](O)CO)NC(C)=O